1,5-anhydro-2,3-dideoxy-3-[(4-methyl-5-{[6-(1H-pyrazol-1-yl)pyridin-3-yl]methyl}-2,3-dihydro-1-benzofuran-7-carbonyl)amino]-L-threo-pentitol CC1=C(C=C(C2=C1CCO2)C(=O)N[C@H]2CCOC[C@@H]2O)CC=2C=NC(=CC2)N2N=CC=C2